[5-(2-amino-ethylamino)-pyridin-2-ylamino]-6-bromo-8-cyclopentyl-8H-pyrido[2,3-d]Pyrimidin-7-one NCCNC=1C=CC(=NC1)NC=1N=CC2=C(N1)N(C(C(=C2)Br)=O)C2CCCC2